3-(4-(1-(oxetan-3-yl)-1H-pyrazol-4-yl)-1-(4-(trifluoromethoxy)phenyl)-1H-pyrazolo[3,4-b]pyridin-3-yl)azetidine-1-carboxylic acid tert-butyl ester C(C)(C)(C)OC(=O)N1CC(C1)C1=NN(C2=NC=CC(=C21)C=2C=NN(C2)C2COC2)C2=CC=C(C=C2)OC(F)(F)F